F[C@@H]1CN(C[C@@H]1F)C(=O)[C@H]1C[C@H](CC=2N1C(N(N2)CC2=C(C(=NC=C2)C(F)(F)F)F)=O)C |&1:9,11| (5RS,7RS)-5-{[(3R,4S)-3,4-Difluoropyrrolidin-1-yl]carbonyl}-2-{[3-fluoro-2-(trifluoromethyl)pyridin-4-yl]methyl}-7-methyl-5,6,7,8-tetrahydro[1,2,4]triazolo[4,3-a]pyridin-3(2H)-one